(3-fluoro-4-((2-(trifluoromethyl)pyridin-4-yl)oxy)phenyl)methanol FC=1C=C(C=CC1OC1=CC(=NC=C1)C(F)(F)F)CO